2-[(4-Benzyloxy-2,6-dimethyl-phenyl)methyl]-7-isopropyl-5-(p-tolylsulfonyl)pyrrolo[2,3-b]pyrazine C(C1=CC=CC=C1)OC1=CC(=C(C(=C1)C)CC=1N=C2C(=NC1)N(C=C2C(C)C)S(=O)(=O)C2=CC=C(C=C2)C)C